FC(C=1C=C(C(=O)Cl)C=CC1Cl)(F)F 3-trifluoromethyl-4-chloro-benzoyl chloride